C(C(C)C)NC1=NS(C2=C1C=CC(=C2)C)(=O)=O N-isobutyl-6-methyl-1,1-dioxo-1,2-benzothiazol-3-amine